methoxypropoxypropyl cyanoacrylate C(#N)C(C(=O)OCCCOCCCOC)=C